[C@@H]12CNC[C@H]2C1OC1=CN=C(N=N1)C1=C(C=C(C=C1)N1C=NC=C1)O 2-(6-(((1R,5S,6S)-3-azabicyclo[3.1.0]hex-6-yl)oxy)-1,2,4-triazin-3-yl)-5-(1H-imidazol-1-yl)phenol